N-[4-[[4-[[2-(6-methyl-2-pyridyl)pyrimidin-4-yl]amino]pyrimidin-2-yl]amino]-2-thienyl]piperidine-4-carboxamide CC1=CC=CC(=N1)C1=NC=CC(=N1)NC1=NC(=NC=C1)NC=1C=C(SC1)NC(=O)C1CCNCC1